3-((3-(2-aminoethyl)phenyl)amino)-6-ethyl-5-(isopropylamino)pyrazine-2-carboxamide NCCC=1C=C(C=CC1)NC=1C(=NC(=C(N1)NC(C)C)CC)C(=O)N